Cl.COC1=C(N)C=CC=C1 2-methoxyaniline HCl